CCCCCCC\C=C\CCCCCCCCCCCC (E)-8-Heneicosene